ClC(Cl)(Cl)OS(=O)(=O)C1=CC=CC=C1 trichloromethylbenzene-sulfonate